tert-butyl (3-fluoro-2-(difluoromethyl)-4-(4,4,5,5-tetramethyl-1,3,2-dioxaborolan-2-yl)benzyl)carbamate FC=1C(=C(CNC(OC(C)(C)C)=O)C=CC1B1OC(C(O1)(C)C)(C)C)C(F)F